tert-butyl (1'R,5'S)-1-(2-ethoxy-2-oxoethyl)-8'-azaspiro[azetidine-3,3'-bicyclo[3.2.1]octane]-8'-carboxylate C(C)OC(CN1CC2(C[C@H]3CC[C@@H](C2)N3C(=O)OC(C)(C)C)C1)=O